BrC1=CC(=C(C=C1F)N1C(C=CC2=CC(=CC=C12)S(=O)(=O)N(C1=NC=CC=N1)CC1=CC=C(C=C1)OC)=O)OC (P)-1-(4-bromo-5-fluoro-2-methoxyphenyl)-N-(4-methoxybenzyl)-2-oxo-N-(pyrimidin-2-yl)-1,2-dihydroquinoline-6-sulfonamide